CC1=C(C=C(C=C1)[N+](=O)[O-])S(=O)(=O)F 2-methyl-5-nitro-benzenesulfonyl fluoride